CC1(OCC(O1)C1(CC1)S(=O)(=O)C1(CC1)CN1C(C2=C(CC1)C(=NN2C)C(=O)OCC)=O)C ethyl 6-((1-((1-(2,2-dimethyl-1,3-dioxolan-4-yl)cyclopropyl)sulfonyl)cyclopropyl)methyl)-1-methyl-7-oxo-4,5,6,7-tetrahydro-1H-pyrazolo[3,4-c]pyridine-3-carboxylate